FC1=CC=C(C=C1)N1C(=C(C2=C1C=C1C=NNC1=C2)C2=CC=C(C(=O)NCCS(=O)(=O)C)C=C2)C2CCOCC2 4-[5-(4-fluorophenyl)-6-tetrahydropyran-4-yl-1H-pyrrolo[2,3-f]indazol-7-yl]-N-(2-methylsulfonylethyl)benzamide